The molecule is a polyunsaturated fatty acyl-CoA(4-) obtained by deprotonation of the phosphate and diphosphate OH groups of (17Z,20Z,23Z,26Z,29Z)-dotriacontapentaenoyl-CoA. It is a polyunsaturated fatty acyl-CoA(4-), a very long-chain acyl-CoA(4-) and a 3-substituted propionyl-CoA(4-). It is a conjugate base of a (17Z,20Z,23Z,26Z,29Z)-dotriacontapentaenoyl-CoA. CC/C=C\\C/C=C\\C/C=C\\C/C=C\\C/C=C\\CCCCCCCCCCCCCCCC(=O)SCCNC(=O)CCNC(=O)[C@@H](C(C)(C)COP(=O)([O-])OP(=O)([O-])OC[C@@H]1[C@H]([C@H]([C@@H](O1)N2C=NC3=C(N=CN=C32)N)O)OP(=O)([O-])[O-])O